[N+](=O)([O-])OCCCCCCCCCCO[N+](=O)[O-] 1,10-decanediol dinitrate